(R)-piperidin-3-yl-methanol N1C[C@@H](CCC1)CO